(2S,11aR)-2-(benzyloxy)-7-fluoro-8-methyl-6-propoxy-2,3,11,11a-tetrahydro-1H,5H-benzo[f]pyrrolo[2,1-c][1,4]oxazepin-5-one C(C1=CC=CC=C1)O[C@H]1C[C@@H]2COC3=C(C(N2C1)=O)C(=C(C(=C3)C)F)OCCC